1-thiomorpholino-1-(4-fluorobenzyl)pyrazin-2(1H)-one S1CCN(CC1)C=1C(N(C=CN1)CC1=CC=C(C=C1)F)=O